(1-(1H-fluoren-7-yl)ethyl)hydrazine C1C=CC=C2C3=CC=C(C=C3C=C12)C(C)NN